tert-butyl 2-methyl-6-(cyclopropylcarbamoyl)-3',6'-dihydro-[3,4'-bipyridine]-1'(2'H)-carboxylate CC1=NC(=CC=C1C=1CCN(CC1)C(=O)OC(C)(C)C)C(NC1CC1)=O